Ethylquinuclidin C(C)C1N2CCC(C1)CC2